2-[(6-methoxy-2-methyl-1,2,3,4-tetrahydroisoquinolin-7-yl)amino]-4-({2-[(4S)-4-methyl-2-oxo-1,3-oxazolidin-3-yl]phenyl}amino)pyrimidine-5-carboxamide COC=1C=C2CCN(CC2=CC1NC1=NC=C(C(=N1)NC1=C(C=CC=C1)N1C(OC[C@@H]1C)=O)C(=O)N)C